3-(1-Oxo-4-(4-(1-oxo-6-(4,4,5,5-tetramethyl-1,3,2-dioxaborolan-2-yl)isoquinolin-2(1H)-yl)but-1-yn-1-yl)isoindolin-2-yl)piperidine-2,6-dione O=C1N(CC2=C(C=CC=C12)C#CCCN1C(C2=CC=C(C=C2C=C1)B1OC(C(O1)(C)C)(C)C)=O)C1C(NC(CC1)=O)=O